CC(C)[Si](C(C)C)(C(C)C)C1=NC2=C(N1C1=CN=CO1)C=CC=C2 [tris(propan-2-yl)silyl]-1,3-oxazol-5-yl-1H-1,3-benzodiazole